NC1=C2N=CN(C2=NC(=N1)N/N=C/C1=CC=C(C=C1)OCCC)[C@@H]1O[C@@H]([C@H]([C@H]1O)O)CO (2R,3R,4S,5R)-2-{6-amino-2-{2-[(E)-4-propoxybenzylidene]hydrazino}-9H-purin-9-yl}-5-(hydroxymethyl)tetrahydrofuran-3,4-diol